2-((S)-2-(dimethylamino)-3-methylbutanamidyl)-N,3-dimethylbutyramide CN([C@H](C(=O)NC(C(=O)NC)C(C)C)C(C)C)C